methyl 2-(2-bromo-4-pyridyl)acetate BrC1=NC=CC(=C1)CC(=O)OC